ClCC(C)OP(OC(CCl)C)(OC(CCl)C)=O phosphoric acid tris(1-chloro-2-propyl) ester